dichloro-6,6'-difluoro-[1,1'-biphenyl]-3,3'-dithiol ClC1=C(C(=C(C(=C1)F)C1=CC(=CC=C1F)S)Cl)S